4-(1H-imidazol-1-yl)-N-((1r,3r)-3-(4-methoxyphenyl)cyclobutyl)pyrimidine-2-carboxamide N1(C=NC=C1)C1=NC(=NC=C1)C(=O)NC1CC(C1)C1=CC=C(C=C1)OC